2-[[4-(4-Formyl-1-piperazinyl)-6-[[[4-(methylsulfonyl)phenyl]methyl]amino]-2-pyrimidinyl]amino]-4-methyl-5-thiazolecarboxylic acid, ethyl ester C(=O)N1CCN(CC1)C1=NC(=NC(=C1)NCC1=CC=C(C=C1)S(=O)(=O)C)NC=1SC(=C(N1)C)C(=O)OCC